N=1SN=C2C1C=CC=C2S(=O)(=O)NC=2SC(=C(C2C(=O)NCC)C)C 2-(benzo[c][1,2,5]thiadiazole-4-sulfonamido)-N-ethyl-4,5-dimethylthiophene-3-carboxamide